((7-cyclopropyl-6-oxo-5,6-dihydro-1,5-naphthyridin-3-yl)methyl)-N-methyl-1',2',3',6'-tetrahydro-[3,4'-bipyridine]-2',2',6',6'-d4-6-carboxamide C1(CC1)C=1C(NC=2C=C(C=NC2C1)CC1=NC(=CC=C1C=1CC(NC(C1)([2H])[2H])([2H])[2H])C(=O)NC)=O